4-nitrophenyl chloromethanoate ClC(=O)OC1=CC=C(C=C1)[N+](=O)[O-]